NC1=CC=C(C=C1)C1=C(C(=CC(=C1)C1CCN(CC1)C(C(C)C)=O)C(=O)OC)C#N methyl 4'-amino-2-cyano-5-(1-isobutyrylpiperidin-4-yl)-[1,1'-biphenyl]-3-carboxylate